N-(6-((1'-(2,2-difluoroethyl)-8-methyl-1,5-dioxo-1,5-dihydro-2H-spiro[imidazo[1,5-a]pyridin-3,4'-piperidin]-6-yl)amino)-5-methoxypyrimidin-4-yl)cyclopropanecarboxamide FC(CN1CCC2(CC1)NC(C=1N2C(C(=CC1C)NC1=C(C(=NC=N1)NC(=O)C1CC1)OC)=O)=O)F